(7R)-7-ethyl-2-(5-fluoro-2-((3-methoxy-4-((8-methyl-8-azabicyclo[3.2.1]octane-3-yl)oxy)phenyl)amino)-7H-pyrrolo[2,3-d]pyrimidin-7-yl)-6,7-dihydro-5H-cyclopenta[b]pyridin-7-ol C(C)[C@]1(CCC=2C1=NC(=CC2)N2C=C(C1=C2N=C(N=C1)NC1=CC(=C(C=C1)OC1CC2CCC(C1)N2C)OC)F)O